FC=1C=C2N=C(C(=NC2=CC1)C(=O)OCC)O ethyl 6-fluoro-3-hydroxyquinoxaline-2-carboxylate